8-[(1R)-1-Hydroxyethyl]-3,6-dimethyl-2-[1-(2-oxabicyclo[2.1.1]hexan-4-ylmethyl)pyrazol-4-yl]chromen-4-one O[C@H](C)C=1C=C(C=C2C(C(=C(OC12)C=1C=NN(C1)CC12COC(C1)C2)C)=O)C